7-((2S,5R)-5-ethyl-2-methylpiperazin-1-yl)-4-methyl-2-(tetrahydro-2H-pyran-2-yl)-2,4-dihydro-5H-pyrazolo[4,3-b]pyridin-5-one C(C)[C@H]1NC[C@@H](N(C1)C=1C=2C(N(C(C1)=O)C)=CN(N2)C2OCCCC2)C